ClCC1=NC2=C(N1COCC[Si](C)(C)C)C(=C(C=C2)F)F 2-(chloromethyl)-6,7-difluoro-1-((2-(trimethylsilyl)ethoxy)methyl)-1H-benzo[d]imidazole